FC(OC1=NC=CC(=C1)N1N=C(C(C2=C(C=CC=C12)\C(=N/OC)\C)=O)C(=O)OCC)F ethyl 1-[2-(difluoromethoxy)-4-pyridyl]-5-[(Z)-N-methoxy-C-methyl-carbonimidoyl]-4-oxo-cinnoline-3-carboxylate